1-(2-bromoethyl)-3-(trifluoromethyl)-1H-pyrazole BrCCN1N=C(C=C1)C(F)(F)F